butyl (2S,4S)-2-(2,5-difluorophenyl)-4-(N-ethyl-2,2,2-trifluoroacetamido)piperidine-1-carboxylate FC1=C(C=C(C=C1)F)[C@H]1N(CC[C@@H](C1)N(C(C(F)(F)F)=O)CC)C(=O)OCCCC